1-(3-Fluoro-bicyclo[1.1.1]pent-1-yl)-3-(3-trifluoromethoxy-benzyl)-urea FC12CC(C1)(C2)NC(=O)NCC2=CC(=CC=C2)OC(F)(F)F